FC(C=1OC(=NN1)C=1C=NC(=CC1)CN1N=NC(=C1)C1=CC=C2C=CN(C2=C1)CC)F 2-(difluoromethyl)-5-(6-((4-(1-ethyl-1H-indol-6-yl)-1H-1,2,3-triazol-1-yl)methyl)pyridin-3-yl)-1,3,4-oxadiazole